C1(CC1)C1=CC(=CC(=N1)NC(OC(C)(C)C)=O)C1=C(C=C(C=C1)F)C=1N=NC=CC1C tert-butyl N-[6-cyclopropyl-4-[4-fluoro-2-(4-methylpyridazin-3-yl)phenyl]pyridin-2-yl]carbamate